CCC(CC)N1C=C(C2=CC(=CC=C12)C=1C=C2C=CC=NC2=CC1)CC(=O)NCC1=NC=CC=C1 2-(1-(Pentane-3-yl)-5-(quinolin-6-yl)-1H-indol-3-yl)-N-(pyridin-2-ylmethyl)acetamide